C(#N)C=1C=NC(=NC1)[C@]12C[C@H](C[C@H](N1C(=O)NC1=CC(=C(C=C1)C)C1=NC=C(C=N1)F)C2)C (1R,3S,5S)-1-(5-cyanopyrimidin-2-yl)-N-(3-(5-fluoropyrimidin-2-yl)-4-methylphenyl)-3-methyl-6-azabicyclo[3.1.1]heptane-6-carboxamide